ClC=1C(=C2N=C(N=C3C2=C(C(=C[C@H]2COCCCN32)C)N1)SCC)F (S)-2-chloro-12-(ethylthio)-1-fluoro-4-methyl-5a,6,9,10-tetrahydro-8H-7-oxa-3,10a,11,13-tetraazanaphtho[1,8-ab]heptalene